(((1r,4r)-4-methoxycyclohexyl)methyl)pyridazin-3-ol bis(3-hydroxyphenyl)3,3'-dithiodipropionate OC=1C=C(C=CC1)C(C(=O)O)(CSSCCC(=O)O)C1=CC(=CC=C1)O.COC1CCC(CC1)CC1=C(N=NC=C1)O